(4aS,9bS)-7-(trifluoromethyl)-1,2,3,4,4a,9b-hexahydrobenzofuro[3,2-b]pyridine hydrogen chloride Cl.FC(C1=CC2=C(C=C1)[C@@H]1NCCC[C@@H]1O2)(F)F